OP(O)OP(O)O.C(C)(C)(C)C1=C(C(=CC(=C1)C)C(C)(C)C)C(O)(C(CO)(CO)CO)C1=C(C=CC=C1)C1CCCCC1 2,6-di-t-butyl-4-methylphenyl-2-cyclohexylphenyl-pentaerythritol diphosphite